COC(=O)[C@@H]1[C@H]2C([C@H]2CN1C(C)=O)(C)C.BrC1=C(C(=C(C(=O)N)C(=C1)N1CCC2(CC2)CC1)F)CCO 4-bromo-2-fluoro-3-(2-hydroxyethyl)-6-(6-azaspiro[2.5]oct-6-yl)benzamide methyl-(1R,2S,5S)-3-acetyl-6,6-dimethyl-3-azabicyclo[3.1.0]hexane-2-carboxylate